ClC=1NC2=C(C=CC1)C=CC=C2 chlorobenzoazepine